2-(2-fluoro-4-(isoxazolidin-5-yl)phenyl)-N-(3-(4-fluoropiperidin-1-yl)propyl)benzo[d]imidazo[2,1-b]thiazole-7-carboxamide FC1=C(C=CC(=C1)C1CCNO1)C=1N=C2SC3=C(N2C1)C=CC(=C3)C(=O)NCCCN3CCC(CC3)F